2-((5-(benzyloxy)-2-bromobenzyl)oxy)acetic acid C(C1=CC=CC=C1)OC=1C=CC(=C(COCC(=O)O)C1)Br